N-(3-chloro-5-(methylsulfonyl)phenyl)-5-(5-(1,1-difluoro-5-azaspiro[2.4]hept-5-yl)pyridin-2-yl)-1-methyl-1H-pyrrole-3-carboxamide ClC=1C=C(C=C(C1)S(=O)(=O)C)NC(=O)C1=CN(C(=C1)C1=NC=C(C=C1)N1CC2(CC2(F)F)CC1)C